COC=1C=CC=2C=C3N(C2C1)CCNCC3 8-methoxy-2,3,4,5-tetrahydro-1H-[1,4]diazepino[1,7-a]indole